C(C)(C)(C)OC(=O)N1C2CC2(C[C@H]1C(=O)O)CO (3S)-2-(tert-Butoxycarbonyl)-5-(hydroxymethyl)-2-azabicyclo[3.1.0]hexane-3-carboxylic acid